tert-butyl-N-(3-thienyl)carbamic acid C(C)(C)(C)N(C(O)=O)C1=CSC=C1